4-(piperazin-1-yl)-1-(thiophen-2-ylmethyl)-2-(trifluoromethyl)-1H-indole N1(CCNCC1)C1=C2C=C(N(C2=CC=C1)CC=1SC=CC1)C(F)(F)F